1-(2-chlorophenyl)-7-cyclopropyl-4-(((1-methyl-1H-pyrazol-4-yl)methyl)amino)-quinazolin-2(1H)-one ClC1=C(C=CC=C1)N1C(N=C(C2=CC=C(C=C12)C1CC1)NCC=1C=NN(C1)C)=O